CC1=C(C=CC(=C1)C)C1=NC=NC(=N1)C1=C(C=C(C=C1)C)C 4,6-bis(2,4-dimethylphenyl)-1,3,5-triazin